1-ethyl-3-methylimidazole trifluoromethanesulfonic acid salt FC(S(=O)(=O)O)(F)F.C(C)N1CN(C=C1)C